C(CCC)OCCC n-butoxypropane